2-(3,4-difluorobenzyl)-N3-(3,4,5-trifluorophenyl)quinoxaline-2,3-diamine FC=1C=C(CC2(NC3=CC=CC=C3N=C2NC2=CC(=C(C(=C2)F)F)F)N)C=CC1F